8'-bromo-3'-methyl-3-((tetrahydro-2H-pyran-2-yl)oxy)spiro[cyclobutane-1,1'-pyrrolo[2,3-c]quinolin]-2'(3'H)-one BrC1=CC=2C3=C(C=NC2C=C1)N(C(C31CC(C1)OC1OCCCC1)=O)C